3-(dimethyl-amino)-1,2-propanediol CN(CC(CO)O)C